4-(4,4-dimethyl-5-oxo-3-(trans-4-(2-((tetrahydro-2H-pyran-2-yl)oxy)ethoxy)cyclohexyl)-2-thioxoimidazolidin-1-yl)benzonitrile CC1(N(C(N(C1=O)C1=CC=C(C#N)C=C1)=S)[C@@H]1CC[C@H](CC1)OCCOC1OCCCC1)C